3-(cyclopent-3-en-1-yl)propionyl chloride C1(CC=CC1)CCC(=O)Cl